((2-bromopyridin-3-yl)carbamoyl)piperidine-1-carboxylic acid tert-butyl ester C(C)(C)(C)OC(=O)N1C(CCCC1)C(NC=1C(=NC=CC1)Br)=O